CSC=1C=CC=C2C=CNC12 7-(methylthio)-1H-indole